[Cl-].[Lu+3].[Cl-].[Cl-] lutetium chloride salt